CCCCN1C(=O)C2=CC=CC=C2S1 2-butyl-1,2-benzisothiazolin-3(2H)-one